(3S,4S)-1-cyano-4-methyl-N-(5-(piperidin-1-yl)thiazol-2-yl)pyrrolidine-3-carboxamide C(#N)N1C[C@H]([C@@H](C1)C)C(=O)NC=1SC(=CN1)N1CCCCC1